NC1=NC=2C=NC(=CC2C2=C1COC2)C(=O)O 4-amino-1,3-dihydrofuro-[3,4-c][1,7]naphthyridine-8-carboxylic acid